(E)-3-(4-((2,4-bis(trifluoromethyl)benzyl)oxy)-3-methoxyphenyl)-2-cyano-N-hydroxyacrylamide FC(C1=C(COC2=C(C=C(C=C2)/C=C(/C(=O)NO)\C#N)OC)C=CC(=C1)C(F)(F)F)(F)F